5-Amino-3-[2,3-difluoro-4-[[(2-methoxybenzoyl)amino]methyl]phenyl]-1-tetrahydropyran-3-yl-pyrazole-4-carboxamide NC1=C(C(=NN1C1COCCC1)C1=C(C(=C(C=C1)CNC(C1=C(C=CC=C1)OC)=O)F)F)C(=O)N